3-(2-fluorophenyl)-1,2-oxazol FC1=C(C=CC=C1)C1=NOC=C1